C(CCC)C(C(=O)OCCCCCC(=O)OCC(COC(CCCCCOC(C(CCCCCC)CCCC)=O)=O)(CO)COC(CCC(OCCCC\C=C/CC)OCCCC\C=C/CC)=O)CCCCCC ((2-(((4,4-bis(((Z)-oct-5-en-1-yl)oxy)butanoyl)oxy)methyl)-2-(hydroxymethyl)propane-1,3-diyl)bis(oxy))bis(6-oxohexane-6,1-diyl) bis(2-butyloctanoate)